ClC1=NC=CC2=C1SC=1N=C(N=C(C12)N1CCOC[C@](C1)(O)C)SC (S)-4-(8-chloro-2-(methylthio)pyrido[4',3':4,5]thieno[2,3-d]pyrimidin-4-yl)-6-methyl-1,4-oxazepan-6-ol